CC1=NC(=CC=C1NC1=CC=C(CNC(=O)C2CNC(C2)=O)C=C1)N1CCC(CC1)C N-(4-((2-methyl-6-(4-methylpiperidin-1-yl)pyridin-3-yl)amino)benzyl)-5-oxopyrrolidine-3-carboxamide